BrC1=CC=C(N1)C(=O)N1[C@H]([C@H](CC1)C(=O)NC1=CC(=C(C=C1)F)C)C (2S,3S)-1-(5-bromo-1H-pyrrole-2-carbonyl)-N-(4-fluoro-3-methylphenyl)-2-methylpyrrolidine-3-carboxamide